6,6-dimethyl-N-((S)-1-oxo-3-((S)-2-oxopiperidin-3-yl)propan-2-yl)-3-azabicyclo[3.1.0]hexane-2-carboxamide CC1(C2CNC(C12)C(=O)N[C@H](C=O)C[C@H]1C(NCCC1)=O)C